COC1=CC=C(C=C1)S(=O)(=O)NC(CC(C)=O)=O N-((4-methoxyphenyl)sulfonyl)-3-oxobutyramide